4-(1-ethoxyvinyl)-5-fluoro-2H-phthalazin-1-one C(C)OC(=C)C1=NNC(C2=CC=CC(=C12)F)=O